N1=C(C=CC=C1)N1N=NC(=C1)C(=O)OC methyl 1-(pyridin-2-yl)-1H-1,2,3-triazole-4-carboxylate